p-allyl-styrene C(C=C)C1=CC=C(C=C)C=C1